ClC1=C(C(=CC=C1)Cl)N1C=C(C2=CC=CC=C12)O N-(2,6-dichlorophenyl)-3-hydroxy-indole